ClC1=C(C=CC=C1)C=1N=C(N(C1CC(C)C)C)C(=O)N[C@H](CC(=O)O)CCN1CC(CCC1)(F)F (3S)-3-{[4-(2-chlorophenyl)-1-methyl-5-(2-methylpropyl)-1H-imidazol-2-yl]formamido}-5-(3,3-difluoropiperidin-1-yl)pentanoic acid